CSC=1C=C2C=CNC2=CC1 5-Methylthioindole